[Mo].[Bi].[Pt].FC(OC1CCNCC1)(F)F 4-(trifluoromethoxy)piperidine platinum bismuth molybdenum